(E)-1-(2-(aminomethyl)-3-fluoroallyl)-5-ethyl-1,5-dihydro-4H-pyrazolo[4,3-c]pyridin-4-one NC/C(/CN1N=CC=2C(N(C=CC21)CC)=O)=C\F